2-[2-(1-hydroxycyclohexyl)-ethynyl]-9-trifluoromethyl-7,12-dihydro-indolo-[3,2-d][1]benzazepin-6(5H)-one OC1(CCCCC1)C#CC=1C=CC2=C(C3=C(CC(N2)=O)C2=CC(=CC=C2N3)C(F)(F)F)C1